N(=[N+]=[N-])CC=1C=CC(=C(CN2CCC(CC2)[C@@H]2OC3=CC(=CC=C3CC2)[C@@H]([C@@H](C(=O)O)C)C2CC2)C1)OC(F)(F)F (2S,3R)-3-((R)-2-(1-(5-(azidomethyl)-2-(trifluoromethoxy)benzyl)piperidin-4-yl)chroman-7-yl)-3-cyclopropyl-2-methylpropanoic acid